4-[4-(3-hydroxypropyloxy)benzoyl]cinnamic acid tert-butyl ester C(C)(C)(C)OC(C=CC1=CC=C(C=C1)C(C1=CC=C(C=C1)OCCCO)=O)=O